methyl((1-((3-((5-ethyl-2-((2-methoxypyridin-4-yl)methoxy)phenyl)sulfonamido)-4-methoxybenzo[d]isoxazol-6-yl)methyl)-1H-pyrazol-4-yl)methyl)carbamate COC(NCC=1C=NN(C1)CC1=CC2=C(C(=NO2)NS(=O)(=O)C2=C(C=CC(=C2)CC)OCC2=CC(=NC=C2)OC)C(=C1)OC)=O